6-bromoimidazo[1,2-A]pyridine-3-carboxamide BrC=1C=CC=2N(C1)C(=CN2)C(=O)N